β-methylisoleucine CC([C@H](N)C(=O)O)(C)CC